2-[(1S,6R)-6-Isopropyl-3-methylcyclohexyl]-5-pentylbenzene-1,3-diol C(C)(C)[C@H]1CCC(C[C@@H]1C1=C(C=C(C=C1O)CCCCC)O)C